N-((S)-1-hydroxy-3-methoxypropan-2-yl)-6-methoxy-8-(4-(trifluoromethyl)cyclohex-1-en-1-yl)quinoline-3-carboxamide OC[C@@H](COC)NC(=O)C=1C=NC2=C(C=C(C=C2C1)OC)C1=CCC(CC1)C(F)(F)F